N[C@@H]1[C@@H](OCC12CCN(CC2)C=2N=CC(=NC2)SC=2C(=C1C(N(C=NC1=CC2)CC(C)(C)F)=O)Cl)C 6-((5-((3S,4S)-4-amino-3-methyl-2-oxa-8-azaspiro[4.5]decan-8-yl)pyrazin-2-yl)thio)-5-chloro-3-(2-fluoro-2-methylpropyl)quinazolin-4(3H)-one